2-((12-(dimethyl(phenyl)silyl)dodec-11-yn-1-yl)thio)ethyl hydrogen ((((R)-1-(6-amino-9H-purin-9-yl)propan-2-yl)oxy)methyl)phosphonate NC1=C2N=CN(C2=NC=N1)C[C@@H](C)OCP(OCCSCCCCCCCCCCC#C[Si](C1=CC=CC=C1)(C)C)(O)=O